2-[(1S,4S)-2,5-diazabicyclo[2.2.1]heptan-2-yl]pyrimidine-5-carbonitrile [C@@H]12N(C[C@@H](NC1)C2)C2=NC=C(C=N2)C#N